[OH-].CN1C(=[N+](C=C1)CC1=CC=C(C=C1)C)C 1,2-dimethyl-3-(4-methylbenzyl)imidazolium hydroxide